NCC1=C(C2=C(OCCO2)C=C1CN)N1CCNCC1 6,7-bis(aminomethyl)-5-(piperazin-1-yl)-2,3-dihydro-1,4-benzodioxine